2-(8-fluoro-2-methylimidazo[1,2-a]pyridin-6-yl)-7-(4-methylpiperazin-1-yl)-4H-pyrido[1,2-a]pyrimidin-4-one FC=1C=2N(C=C(C1)C=1N=C3N(C(C1)=O)C=C(C=C3)N3CCN(CC3)C)C=C(N2)C